O=C1N(CCC(N1)=O)C1=NN(C2=C(C=CC=C12)NC(CN1[C@H](CN(CC1)C(=O)OC(C)(C)C)C(F)(F)F)=O)C (R)-tert-Butyl 4-(2-((3-(2,4-dioxotetrahydropyrimidin-1(2H)-yl)-1-methyl-1H-indazol-7-yl)amino)-2-oxoethyl)-3-(trifluoromethyl)piperazine-1-carboxylate